C(#N)[C@H](C[C@H]1C(NCC1)=O)NC(=O)[C@@H]1[C@H]2C([C@H]2CN1C([C@H](C(C)(C)C)NS(=O)(=O)C1=CC=C(C=C1)F)=O)(C)C (1R,2S,5S)-N-((S)-1-cyano-2-((S)-2-oxopyrrolidin-3-yl)ethyl)-3-((S)-2-((4-fluorophenyl)sulfonamido)-3,3-dimethylbutanoyl)-6,6-dimethyl-3-azabicyclo[3.1.0]hexane-2-carboxamide